8-((2-Fluoro-5-methylphenyl)sulfonyl)-3-morpholino-1-oxa-8-azaspiro[4.5]decane FC1=C(C=C(C=C1)C)S(=O)(=O)N1CCC2(CC(CO2)N2CCOCC2)CC1